S(=O)(=O)(O)O.[N+](=O)([O-])C=1C=C(C(O)=CC1)O para-nitrocatechol sulfate